1-cyclopropyl-6,7-difluoro-1,4-dihydro-8-methoxy-4-oxo-3-quinolinecarboxylic acid n-propyl ester C(CC)OC(=O)C1=CN(C2=C(C(=C(C=C2C1=O)F)F)OC)C1CC1